CS(=O)(=O)OC1=C(C=C(C=C1)Cl)C1OCCC1 (4-chloro-2-(tetrahydrofuran-2-yl) phenyl) methanesulfonate